CC1=CC=C(C=C1)S(=O)(=O)OCCO[C@@H]1[C@@H](CCCC1)OCCOS(=O)(=O)C1=CC=C(C=C1)C (((1R,2S)-cyclohexane-1,2-diyl)bis(oxy))bis(ethane-2,1-diyl) bis(4-methylbenzenesulfonate)